CC=1C=CC=C(C1C(=O)O)O 6-Methylsalicylic acid